1-((1s,4s)-4-((5-(1-(2,2-difluoroethyl)-2-methyl-1H-benzo[d]imidazol-6-yl)-4-methoxy-7H-pyrrolo[2,3-d]pyrimidin-2-yl)amino)cyclohexyl)pyrrolidin-2-one FC(CN1C(=NC2=C1C=C(C=C2)C2=CNC=1N=C(N=C(C12)OC)NC1CCC(CC1)N1C(CCC1)=O)C)F